N-(1-(4-chlorophenyl)-2,2,2-trifluoroethyl)-N-methylmorpholine-4-sulfonamide ClC1=CC=C(C=C1)C(C(F)(F)F)N(S(=O)(=O)N1CCOCC1)C